2-benzeneglycolate C1=C(C=CC=C1)C(C(=O)[O-])O